2-(1-(3,4-dimethylphenyl)vinyl)oxirane CC=1C=C(C=CC1C)C(=C)C1OC1